C(C)(C)(C)OC(C(C)(C)OC=1C=C(C=NC1)N1C[C@@H](CCC1)C(=O)OCC)=O Ethyl (R)-1-(5-((1-(tert-butoxy)-2-methyl-1-oxopropan-2-yl)oxy)pyridin-3-yl)piperidine-3-carboxylate